ClCC(=O)C1=CC(=C(C=C1)N)N 4-(2-chloroacetyl)-phenylenediamine